C=12N(CC=3C=CC=CC3C#CC2=CC=CC1)C(CCC(=O)O)=O 4-{2-azatricyclo[10.4.0.0^{4,9}]hexadeca-1(16),4(9),5,7,12,14-hexaen-10-yn-2-yl}-4-oxobutanoic acid